CCNCC(C)NCCCCCC N-2-Ethylhexylpropylendiamin